NCCOC=1C=C(C=2CC(CC2C1)CNCCC1CN(C(O1)=O)C=1C=CC=2OCC(NC2N1)=O)C#N 6-(2-aminoethoxy)-2-[[2-[2-oxo-3-(3-oxo-4H-pyrido[3,2-b][1,4]oxazin-6-yl)-1,3-oxazolidin-5-yl]ethylamino]methyl]-2,3-dihydro-1H-indene-4-carbonitrile